(2-azaspiro[3.3]heptan-6-ylmethyl)-N-[[1-(trifluoromethyl)cyclopropyl]methyl]pyrazin-2-amine C1NCC12CC(C2)CC=2C(=NC=CN2)NCC2(CC2)C(F)(F)F